4-(3-bromopropyloxy)-7-(pyridin-3-yl)-2H-chromen-2-one BrCCCOC1=CC(OC2=CC(=CC=C12)C=1C=NC=CC1)=O